C[C@@H]1N([C@H](C1)C)C(=O)OC1CCCC1 cyclopentyl (2S,4S)-2,4-dimethylazetidine-1-carboxylate